C1(CCCCC1)CC1CCCCC1 Hexahydrodiphenylmethane